ClC=1C=C(C=CC1B1OC(C(O1)(C)C)(C)C)NC(C(C1=CC(=CC(=C1)F)F)OC(C)=O)=O acetic acid 2-((3-chloro-4-(4,4,5,5-tetramethyl-1,3,2-dioxaborolan-2-yl) phenyl) amino)-1-(3,5-difluorophenyl)-2-oxoethyl ester